2-(4-chloro-1-isopropyl-1H-pyrazol-5-yl)-4-(3-chloro-4-(3-methoxy-6-methylpyridin-2-yl)benzyl)-6,7-dihydropyrazolo[1,5-a]pyrimidin-5(4H)-one ClC=1C=NN(C1C1=NN2C(N(C(CC2)=O)CC2=CC(=C(C=C2)C2=NC(=CC=C2OC)C)Cl)=C1)C(C)C